C1(CCCCC1)[C@H](C)NCC(=O)O (S)-N-(1-Cyclohexylethyl)glycin